5-(2-ethoxy-3-pyridinyl)-N-[[5-(fluoromethyl)isoxazol-3-yl]methyl]-1-isopropyl-3-methyl-pyrazolo[4,3-b]pyridin-7-amine C(C)OC1=NC=CC=C1C1=CC(=C2C(=N1)C(=NN2C(C)C)C)NCC2=NOC(=C2)CF